2,2,5-trimethylhexamethylenediamine CC(CN)(CCC(CN)C)C